tert-Butyl 2-(4-(4-amino-7-(2-methylthiazol-4-yl)pyrrolo[2,1-F][1,2,4]triazin-5-yl)-2-methoxyphenyl)acetate NC1=NC=NN2C1=C(C=C2C=2N=C(SC2)C)C2=CC(=C(C=C2)CC(=O)OC(C)(C)C)OC